(3,5-bis(trifluoromethyl)phenyl)(3-hydroxy-1,1-dioxidobenzo[b]thiophen-2-yl)methanone FC(C=1C=C(C=C(C1)C(F)(F)F)C(=O)C1=C(C2=C(S1(=O)=O)C=CC=C2)O)(F)F